C1(=CC=CC=C1)N1CN(CN(C1)C(Cl)(Cl)Cl)C(Cl)(Cl)Cl 1-phenyl-3,5-bis(trichloromethyl)-s-triazine